6-methoxy-9,9-dimethyl-N,N-di-p-tolyl-9H-fluoren-2-amine COC=1C=C2C=3C=CC(=CC3C(C2=CC1)(C)C)N(C1=CC=C(C=C1)C)C1=CC=C(C=C1)C